CCCCCCCCCCCCCCCCCCCCC=CC(=O)O tricosenic acid